N1-([1,1':3',1''-Terphenyl]-2'-yl-2,2'',3,3'',4,4'',5,5'',6,6''-d10)-6-bromobenzene-1,2-diamine C1(=C(C(=C(C(=C1[2H])[2H])[2H])[2H])[2H])C1=C(C(=CC=C1)C1=C(C(=C(C(=C1[2H])[2H])[2H])[2H])[2H])NC=1C(=CC=CC1Br)N